N'-[2-chloro-4-(2-fluorophenoxy)-5-methylphenyl]-N-ethyl-N-methylformamidine ClC1=C(C=C(C(=C1)OC1=C(C=CC=C1)F)C)N=CN(C)CC